O=C1C[C@@H](N1)C(=O)OCC1=CC=CC=C1 Benzyl (2R)-4-oxoazetidine-2-carboxylate